N1(CCNCC1)C1=NNC2=CC=CC=C12 3-(piperazin-1-yl)-1H-indazole